3-(6-((8-(diethylamino)octyl)amino)-2-oxobenzo[cd]indol-1(2H)-yl)piperidine-2,6-dione C(C)N(CCCCCCCCNC=1C=2C3=C(C(N(C3=CC1)C1C(NC(CC1)=O)=O)=O)C=CC2)CC